C(CCC)C1=NN(B(C2=C1C=CC=C2)O)C2=CC(=CC=C2)SC2CC2 4-butyl-2-[m-(cyclopropylthio)phenyl]-1,2-dihydro-2,3,1-benzodiazaborinin-1-ol